3-methylcyclohexane-1-one CC1CC(CCC1)=O